ergosta-5,8(14),22-triene CC(C)[C@@H](C)C=C[C@@H](C)[C@H]1CCC2=C3CC=C4CCCC[C@]4(C)[C@H]3CC[C@]12C